3-[2-(8-chloro-4-oxo-chromen-2-yl)-5-(trifluoromethyl)phenoxy]propyl-urea ClC=1C=CC=C2C(C=C(OC12)C1=C(OCCCNC(=O)N)C=C(C=C1)C(F)(F)F)=O